N-(3-bromo-4-fluorophenyl)-N'-hydroxy-4-((2-(5-carbonyl-4,5-dihydro-1H-tetrazol-1-yl)ethyl)amino)-1,2,5-oxadiazole-3-carboxamidine BrC=1C=C(C=CC1F)NC(=NO)C1=NON=C1NCCN1N=NNC1=C=O